C[C@@]12CC[C@@H]3[C@@]([C@H]1CC[C@@]4(C2=CC[C@@]5([C@H]4CC(CC5)(C)C)C(=O)O)C)([C@@H](C[C@@H](C3(C)C)OC(=O)C6=CC=C(C=C6)O)O)C The molecule is a pentacyclic triterpenoid that is the benzoate ester obtained by the condensation of the 3-hydroxy group of 1beta-hydroxymaprounic acid with p-hydroxybenzoic acid. Isolated from Maprounea africana, it exhibits inhibitory activity against HIV-1 reverse transcriptase. It has a role as a metabolite and a HIV-1 reverse transcriptase inhibitor. It is a benzoate ester, a pentacyclic triterpenoid and a hydroxy monocarboxylic acid. It derives from a maprounic acid and a 4-hydroxybenzoic acid.